BrC1=CC(=C(C=C1)[N+](=O)[O-])C(F)F 4-bromo-2-(difluoromethyl)-1-nitro-benzene